4-methyl-2,6-pyridinedicarboxylic acid CC1=CC(=NC(=C1)C(=O)O)C(=O)O